BrC=1C(=CC(=C(C1)O)C)CC1=CNC2=CC(=CC=C12)[N+](=O)[O-] 5-bromo-2-methyl-4-((6-nitro-1H-indol-3-yl)methyl)phenol